C(CCCCCCC)[Si](OC(C)C)(OC(C)C)OC(C)C octyl-triisopropoxysilane